(E)-3-(1-(furan-2-ylmethyl)-2,5-dimethyl-1H-pyrrol-3-yl)-2-(6-methoxy-3H-imidazo[4,5-c]pyridin-2-yl)acrylonitrile O1C(=CC=C1)CN1C(=C(C=C1C)/C=C(\C#N)/C1=NC2=C(C=NC(=C2)OC)N1)C